bis(stearoyl) disulfide C(CCCCCCCCCCCCCCCCC)(=O)SSC(CCCCCCCCCCCCCCCCC)=O